CC1CN(C2=CC=CC=C2C1)C(=O)C1=CC(=CC=C1)N1C=CC=C1 (3,4-dihydro-3-methyl-1(2H)-quinolinyl)[3-(1H-pyrrol-1-yl)phenyl]methanone